2-((((5R)-7,7-Dimethyl-5-phenyl-4,5,6,7-tetrahydropyrazolo[1,5-a]pyrimidin-3-yl)carbonyl)amino)-2-(4-ethylphenyl)butanoyl-glycine CC1(C[C@@H](NC=2N1N=CC2C(=O)NC(C(=O)NCC(=O)O)(CC)C2=CC=C(C=C2)CC)C2=CC=CC=C2)C